1-(7Z,10Z,13Z,16Z-docosatetraenoyl)-2-(11Z-eicosenoyl)-glycero-3-phosphoserine CCCCCCCC/C=C\CCCCCCCCCC(=O)O[C@H](COC(=O)CCCCC/C=C\C/C=C\C/C=C\C/C=C\CCCCC)COP(=O)(O)OC[C@@H](C(=O)O)N